C(C)OC(C[C@@H](C=1C=C(C=CC1)C1=CC(=CC(=C1)C)C)N)=O.C(C)OC1=CC=C(OC=2C=C(C=NC2)NC(C=C)=O)C=C1 N-{5-(4-Ethoxyphenoxy)pyridin-3-yl}acrylamide ethyl-(S)-3-amino-3-(3',5'-dimethylbiphenyl-3-yl)propanoate